3-(N-(5-cyano-2-(6-fluoropyridin-2-yl)phenyl)sulfamoyl)-4-cyclopropylbenzoic acid C(#N)C=1C=CC(=C(C1)NS(=O)(=O)C=1C=C(C(=O)O)C=CC1C1CC1)C1=NC(=CC=C1)F